tris(2,2'-bipyridine) osmium (II) (hexafluorophosphate) salt F[P-](F)(F)(F)(F)F.[Os+2].N1=C(C=CC=C1)C1=NC=CC=C1.N1=C(C=CC=C1)C1=NC=CC=C1.N1=C(C=CC=C1)C1=NC=CC=C1.F[P-](F)(F)(F)(F)F